tert-Butyl 5-(4-(2-chloroacetamido)-2,6-difluorophenyl)-3-(1-methyl-1H-pyrazol-4-yl)-1H-pyrazolo[3,4-c]pyridine-1-carboxylate ClCC(=O)NC1=CC(=C(C(=C1)F)C=1C=C2C(=CN1)N(N=C2C=2C=NN(C2)C)C(=O)OC(C)(C)C)F